N-[3-fluoro-4-({7-[3-(3-hydroxypiperidin-1-yl)propoxy]-6-methoxyquinolin-4-yl}oxy)phenyl]-5-(4-fluorophenyl)-6-oxo-2,3,5,6-tetrahydrofuro[3,2-c]pyridine-7-carboxamide FC=1C=C(C=CC1OC1=CC=NC2=CC(=C(C=C12)OC)OCCCN1CC(CCC1)O)NC(=O)C1=C2C(=CN(C1=O)C1=CC=C(C=C1)F)CCO2